tert-butyl 4-(2-bromoacetyl)-1,4-diazacycloheptane-1-carboxylate BrCC(=O)N1CCN(CCC1)C(=O)OC(C)(C)C